3-(4-(pyridin-4-ylmethyl)-1-((2-(trimethylsilyl)ethoxy)methyl)-1H-imidazol-2-yl)-1-(trifluoromethyl)cyclobutan-1-ol N1=CC=C(C=C1)CC=1N=C(N(C1)COCC[Si](C)(C)C)C1CC(C1)(O)C(F)(F)F